C1(CC1)S(=O)(=O)NC=1SC=C(N1)C(C(=O)NC1=NC=C(C=C1C)C1=NC(=CN=C1)OCC)CC 2-(2-(cyclopropanesulfonamido)thiazol-4-yl)-N-(5-(6-ethoxypyrazin-2-yl)-3-methylpyridin-2-yl)butanamide